OCCOC1=NC(=CC(=C1)C=1C=C(C=CC1C)NC(=O)NC=1C=NN(C1)C(F)(F)F)N1CCOCC1 1-[3-[2-(2-hydroxyethoxy)-6-(morpholin-4-yl)pyridin-4-yl]-4-methylphenyl]-3-[1-(trifluoromethyl)pyrazol-4-yl]urea